BrC=1C=C(C=CC1)[C@@H](C)N (R)-1-(3-bromophenyl)ethylamine